S-(2-hydroxyethyl) 2,2-dimethylthiopropionate CC(C(=O)SCCO)(C)C